COC(=O)C=1C=C(C=2N(C1)N=C(C2C)C=2N(C1=CC(=CC=C1C2)Br)CC2CC2)OC Methyl-2-(6-bromo-1-(cyclopropylmethyl)-1H-indol-2-yl)-4-methoxy-3-methylpyrazolo[1,5-a]pyridine-6-carboxylate